(2-(1-trityl-1H-imidazol-4-yl)ethyl)acetamide C(C1=CC=CC=C1)(C1=CC=CC=C1)(C1=CC=CC=C1)N1C=NC(=C1)CCCC(=O)N